Octadecyl-3,3-Diphenylpropanoat C(CCCCCCCCCCCCCCCCC)OC(CC(C1=CC=CC=C1)C1=CC=CC=C1)=O